C(#N)C=1C(=NC(=CC1)C1(CC1)OCC)N1N(C(=C(C1=O)NC(C1=CC=C(C=C1)OC(F)F)=O)C1=C(C=C(C=C1F)OC)F)C N-{2-[3-cyano-6-(1-ethoxycyclopropyl)pyridin-2-yl]-5-(2,6-difluoro-4-methoxyphenyl)-1-methyl-3-oxo-2,3-dihydro-1H-pyrazol-4-yl}-4-(difluoromethoxy)benzamide